(4-chloro-2-methoxy-5-methyl-phenyl)boronic acid ClC1=CC(=C(C=C1C)B(O)O)OC